1-(4-fluorobenzyl)-5-(1H-tetrazol-5-yl)-1H-indole-3-carbaldehyde FC1=CC=C(CN2C=C(C3=CC(=CC=C23)C2=NN=NN2)C=O)C=C1